CC1=CC=C(CN2N=C(C=C2)[C@@H]([C@@](CN2N=NN=C2)(O)C2=C(C=C(C=C2)F)F)C)C=C1 (2R,3S)-3-(1-(4-methylbenzyl)-1H-pyrazol-3-yl)-2-(2,4-difluorophenyl)-1-(1H-tetrazol-1-yl)butan-2-ol